2-acetamido-3-(1H-indol-3-yl)-N-[(1s,4s)-4-{[6-chloro-2-(trifluoromethyl)quinolin-4-yl]amino}cyclohexyl]propanamide C(C)(=O)NC(C(=O)NC1CCC(CC1)NC1=CC(=NC2=CC=C(C=C12)Cl)C(F)(F)F)CC1=CNC2=CC=CC=C12